C1(CCC1)N1C(C(N(C=C1)CC=1C=NC(=CC1)C1=C(C=CC=C1)F)=O)=O 1-cyclobutyl-4-((6-(2-fluorophenyl)pyridin-3-yl)methyl)-1,4-dihydropyrazine-2,3-dione